FC1([C@@H](CN2C(N(C=C21)C2=NOC1=C2C(=NC(=C1)C)C1=C(C=C(C=C1F)F)F)=O)NS(=O)(=O)CC)F N-{(6R)-7,7-difluoro-2-[6-methyl-4-(2,4,6-trifluorophenyl)[1,2]oxazolo[4,5-c]pyridin-3-yl]-3-oxo-2,5,6,7-tetrahydro-3H-pyrrolo[1,2-c]imidazol-6-yl}ethanesulfonamide